1-Butyl-5-(diaminomethylene)-3-(1-(oxetan-3-ylmethyl)-2,4-dioxo-1,3-diazadispiro[4.1.57.15]tridecan-10-yl)pyrimidine-2,4,6(1H,3H,5H)-trione C(CCC)N1C(N(C(C(C1=O)=C(N)N)=O)C1CCC2(CC3(C(NC(N3CC3COC3)=O)=O)C2)CC1)=O